α-D-tagatopyranose OC[C@@]1(O)[C@@H](O)[C@@H](O)[C@H](O)CO1